N,N-diethylchloroethylamine C(C)N(CC)CCCl